(1-bromoethyl)-2,3-difluoro-4-nitrobenzene BrC(C)C1=C(C(=C(C=C1)[N+](=O)[O-])F)F